(2R,3R,4R,5S)-3,4,5-tris(benzyloxy)-1-(2-fluoro-4-methoxyphenethyl)-2-methylpiperidine C(C1=CC=CC=C1)O[C@@H]1[C@H](N(C[C@@H]([C@H]1OCC1=CC=CC=C1)OCC1=CC=CC=C1)CCC1=C(C=C(C=C1)OC)F)C